C(C)(=O)N1[C@H]([C@@H]([C@H](C2=CC(=CC=C12)C=1C=NN(C1)CCO)NC1=CC(NC=C1)=O)C)C1CC1 4-(((2S,3R,4R)-1-acetyl-2-cyclopropyl-6-(1-(2-hydroxyethyl)-1H-pyrazol-4-yl)-3-methyl-1,2,3,4-tetrahydroquinolin-4-yl)amino)pyridin-2(1H)-one